6-(pentyloxy)pyridin-2-amine C(CCCC)OC1=CC=CC(=N1)N